C1(CC1)C1=C(C(=NO1)C1=C(C=CC=C1)OC(F)(F)F)COC1C[C@H]2CC[C@@H](C1)N2C=2SC1=C(N2)C(=CC(=C1)C(=O)O)F 2-[(1r,3r,5s)-3-({5-cyclopropyl-3-[2-(trifluoromethoxy)phenyl]-1,2-oxazol-4-yl}methoxy)-8-azabicyclo[3.2.1]oct-8-yl]-4-fluoro-1,3-benzothiazole-6-carboxylic acid